trans-4-butylazobenzene C(CCC)C1=CC=C(C=C1)N=NC1=CC=CC=C1